NC1=NC=CC(=N1)C=1C2=C(C(=NC1)NCC=1C=C(C(=O)NC3CC4(C3)CCNCC4)C=CC1)CCO2 3-(((7-(2-aminopyrimidin-4-yl)-2,3-dihydrofuro[3,2-c]pyridin-4-yl)amino)methyl)-N-(7-azaspiro[3.5]nonan-2-yl)benzamide